tert-butyl 2-(benzyloxycarbonylamino)-4,6,7,8-tetrahydropyrazolo[1,5-a][1,4]diazepine-5-carboxylate C(C1=CC=CC=C1)OC(=O)NC1=NN2C(CN(CCC2)C(=O)OC(C)(C)C)=C1